2-(4-cyclobutylphenoxy)-2-methylpropionaldehyde C1(CCC1)C1=CC=C(OC(C=O)(C)C)C=C1